2-(propargyl)phenol C(C#C)C1=C(C=CC=C1)O